FC(C(=O)O)(F)F.NC1=NN2C(N=CC=C2)=C1C(=O)NCC=1C=C(C=2N(C1N1CCCC1)C=NC2)Cl 2-Amino-N-((8-chloro-5-(pyrrolidin-1-yl)imidazo[1,5-a]pyridin-6-yl)methyl)pyrazolo[1,5-a]pyrimidine-3-carboxamide trifluoroacetate salt